C[C@H]1N(CCN(C1=O)C)CCOC=1C=CC(=NC1)N1CCN(CC1)C1=CC=C(C=N1)C=1C2=C(C(N(C1)C)=O)NC=C2 (R)-4-{6-[4-(5-(2-(2,4-dimethyl-3-oxopiperazin-1-yl)ethoxy)pyridin-2-yl)piperazin-1-yl]pyridin-3-yl}-6-methyl-1H-pyrrolo[2,3-c]pyridin-7(6H)-one